ClC1=CC=C2C(=N1)C(NC21CCC2(OCCO2)CC1)=O 2-chlorodispiro[pyrrolo[3,4-b]pyridine-5,1'-cyclohexane-4',2''-[1,3]dioxolan]-7(6H)-one